4-(cyclopropylmethylene)toluene C1(CC1)C=C1CC=C(C)C=C1